C(C)OC(=O)C=1OC2=C(C1C)C=C(C=C2)S(N(CCC2=CC=CC=C2)C2=C(C=CC=C2)N2CCN(CC2)C(C2=CC=C(C=C2)NC(C)=O)=O)(=O)=O 5-(N-(2-(4-(4-acetylaminobenzoyl)piperazin-1-yl)phenyl)-N-phenethylsulfamoyl)-3-methylbenzofuran-2-carboxylic acid ethyl ester